BrC1=CC=CC(=N1)[C@H]1CN(CCO1)C(=O)OC(C)(C)C tert-butyl (R)-2-(6-bromopyridin-2-yl)morpholine-4-carboxylate